6-chloro-3-(2,6-difluorophenyl)-1-((2-(trimethylsilyl)ethoxy)methyl)-1H-pyrrolo[2,3-b]pyridine ClC1=CC=C2C(=N1)N(C=C2C2=C(C=CC=C2F)F)COCC[Si](C)(C)C